S(=O)(=O)(OCCC)OCCCF propyl (3-fluoropropyl) sulfate